aminoindol NC=1NC2=CC=CC=C2C1